C(#N)C1=CC=C(C=C1)C1=NC2=C(C=C(C=C2C(N1C)=O)C)[C@@H](C)N[S@](=O)C(C)(C)C (R)-N-((R)-1-(2-(4-cyanophenyl)-3,6-dimethyl-4-oxo-3,4-dihydroquinazolin-8-yl)ethyl)-2-methylpropane-2-sulfinamide